3-amino-5-(4-bromo-2,6-difluoro-phenyl)-1-cyclopentyl-pyrazole-4-carbonitrile NC1=NN(C(=C1C#N)C1=C(C=C(C=C1F)Br)F)C1CCCC1